BrC1=C(C(=CC=C1F)[N+](=O)[O-])N(C(OC(C)(C)C)=O)C tert-butyl (2-bromo-3-fluoro-6-nitrophenyl)(methyl)carbamate